CC1=C(C=CC=C1C)C1=NC2=CC=CC=C2C(N1)=O 2-(2,3-dimethylphenyl)quinazolin-4(3H)-one